C(OC(C)C)(OOOOC(OC(C)C)=O)=O di-iso-propyl peroxy dicarbonate